methyl (1R,2S,5S)-3-[(2S)-3,3-dimethyl-2-[[(3S)-tetrahydrofuran-3-carbonyl]amino]butanoyl]-6,6-dimethyl-3-azabicyclo[3.1.0]hexane-2-carboxylate CC([C@@H](C(=O)N1[C@@H]([C@H]2C([C@H]2C1)(C)C)C(=O)OC)NC(=O)[C@@H]1COCC1)(C)C